C(C#C)C=1N=C(SC1)N (prop-2-yn-1-yl)-1,3-thiazol-2-amine